dimethyl-tetradecan CC(CCCCCCCCCCCCC)C